FC=1C=C(C=CC1C(=O)N1CCN(CC1)C1=NC(=C(C=C1C)C)C)C1(C(NC(N1)=O)=O)COC 5-{3-fluoro-4-[4-(3,5,6-trimethylpyridin-2-yl)piperazine-1-carbonyl]phenyl}-5-methoxymethylimidazolidine-2,4-dione